C1(=CC=CC=C1)N=C=NC1=CC=CC=C1 N,N'-diphenyl-carbodiimide